4-chloro-3-(2-chloroethoxy)-8-(3-(3,6-dihydro-2H-pyran-4-yl)-1H-pyrazolo[3,4-b]pyridin-5-yl)-5,6,7,8-tetrahydronaphthalene-2-carbonitrile ClC1=C(C(=CC=2C(CCCC12)C=1C=C2C(=NC1)NN=C2C=2CCOCC2)C#N)OCCCl